C(C1=CC=CC=C1)\[N+](=C/CCC1=C(C=C(C=C1)CC(C)C)C)\[O-] (e)-N-benzyl-3-(4-isobutyl-2-methylphenyl)propan-1-imine oxide